NCC1CCC(CC1)N1C2=NC(=NC=C2N=C1NC1=CC=C(C=C1)C(F)(F)F)NC(C)(C)C 9-((1S,4S)-4-(aminomethyl)cyclohexyl)-N2-(tert-butyl)-N8-(4-(trifluoromethyl)phenyl)-9H-purine-2,8-diamine